1-Bromo-4-(trifluoromethyl)benzene-14C Br[14C]1=CC=C(C=C1)C(F)(F)F